CN(C(CN1C(N(C2=NC=C(C=C21)C=2SC(=CC2)C(F)(F)F)C)=O)=O)C N,N-Dimethyl-2-[3-methyl-2-oxo-6-[5-(trifluoromethyl)-2-thienyl]imidazo[4,5-b]pyridin-1-yl]acetamide